FC1=C(\C=C\2/NC3=CC=CC=C3C2=O)C=CC=C1 (Z)-2-(2-fluorobenzylidene)indolin-3-one